ClC1=C(C(=C(C=C1OC)OC)Cl)C1CCC=2C(=NNC2C1)C1(CC1)C#N 1-(6-(2,6-dichloro-3,5-dimethoxyphenyl)-4,5,6,7-tetrahydro-1H-indazol-3-yl)cyclopropane-1-carbonitrile